1,1,1-trimethylolethane triacetoacetate C(CC(=O)C)(=O)O.C(CC(=O)C)(=O)O.C(CC(=O)C)(=O)O.C(O)C(C)(CO)CO